COC=1C=C(C=CC1OC)C=1NC2=CC=C(C=C2C1CC)CN1CC2CNCC2C1 2-(3,4-dimethoxyphenyl)-3-ethyl-5-((hexahydropyrrolo[3,4-c]pyrrol-2(1H)-yl)methyl)-1H-indole